[Si](C)(C)(C(C)(C)C)OCCNCCC1=C(C(=NC=C1)Cl)F 2-((tert-butyldimethylsilyl)oxy)-N-(2-(2-chloro-3-fluoropyridin-4-yl)ethyl)ethan-1-amine